FC1=C(CN2N=C(N=C2C2=NOC=C2)C#N)C=CC=C1 1-(2-fluorobenzyl)-5-(isoxazol-3-yl)-1H-1,2,4-triazole-3-carbonitrile